3-(9-((4-(aminomethyl)phenyl)carbamoyl)-4,5-dihydrobenzo[b]thieno[2,3-d]oxepin-8-yl)-6-(methyl(propyl)carbamoyl)picolinic acid NCC1=CC=C(C=C1)NC(=O)C1=CC2=C(OCCC3=C2SC=C3)C=C1C=1C(=NC(=CC1)C(N(CCC)C)=O)C(=O)O